2-[8-[[(3R)-1-ethyl-3-piperidinyl]amino]imidazo[1,2-d][1,2,4]triazin-5-yl]-5-(trifluoromethyl)phenol C(C)N1C[C@@H](CCC1)NC=1C=2N(C(=NN1)C1=C(C=C(C=C1)C(F)(F)F)O)C=CN2